C(CCCCCCC\C=C/CCCCCCCC)(=O)OCC(C)(COC(CCCCCCC\C=C/CCCCCCCC)=O)C Neopentyl glycol dioleate